NC1=NC2=C(N1CCCCCOC1=C(C=CC=C1)C=1C=C(C(=O)O)C=C(N1)NC(=O)OC(C)(C)C)C=CC=C2 2-(2-((5-(2-amino-1H-benzo[d]imidazol-1-yl)pentyl)oxy)phenyl)-6-((tert-butoxycarbonyl)amino)isonicotinic acid